N-methyl-5-(4-((5-oxo-4,5-dihydroimidazo[1,2-a]thieno[3,2-e]pyrazin-2-yl)methyl)piperazin-1-yl)pyridine CN1CC=CC(=C1)N1CCN(CC1)CC1=CC=2NC(C=3N(C2S1)C=CN3)=O